5-methoxychroman-3,7-diol COC1=C2CC(COC2=CC(=C1)O)O